C(C1=CC=CC=C1)OC1=C(C=CC=C1F)C1=CC(=C(C=C1F)F)CC1(CCC(CC1)NS(=O)(=O)C)C=1OC=C(N1)CCl N-((1r,4r)-4-((2'-(benzyloxy)-3',4,6-trifluoro-[1,1'-biphenyl]-3-yl)methyl)-4-(4-(chloromethyl)oxazol-2-yl)cyclohexyl)methanesulfonamide